COC1(C2CCCC1CN(C2)CCN3CCCS3(=O)=O)C4=CC=C(S4)C(=O)N 5-((1R,5S,9r)-3-(2-(1,1-dioxidoisothiazolidin-2-yl)ethyl)-9-methoxy-3-azabicyclo[3.3.1]nonan-9-yl)thiophene-2-carboxamide (S)-2-hydroxysuccinate